C1(=CC=CC=C1)C=1C(=CC(=CC1)C1=NC(=NC(=N1)C1=CC(=CC=C1)Cl)C1=CC(=CC=C1)C1=CC2=C(OC3=C2C=CC=C3)C=C1)C1=CC=CC=C1 2-([1,1':2',1''-terphenyl]-4'-yl)-4-(3-chlorophenyl)-6-(3-(dibenzo[b,d]furan-2-yl)phenyl)-1,3,5-triazine